(1S,9S)-1-amino-4-cyclopropyl-9-ethyl-5-fluoro-9-hydroxy-1,2,3,9,12,15-hexahydro-10H,13H-benzo[de]pyrano[3',4':6,7]indolizino[1,2-b]quinolin-10,13-dione N[C@H]1CCC=2C=3C1=C1C(=NC3C=C(C2C2CC2)F)C2=CC3=C(C(N2C1)=O)COC([C@]3(O)CC)=O